C1(=CC=CC=C1)C1=C(SC(=C1)[N+](=O)[O-])[N+](=O)[O-] 3-phenyl-2,5-dinitrothiophene